C(C)C1(N=CC(C=C1)(C(=O)[O-])CC)C(=O)[O-] 2,5-Diethyl-2,5-Pyridinedicarboxylate